C(C)(C)(C)OC(C(=C)CC1=NC(=NO1)C1CC2(C1)CC1(CCC1)C2)=O.SC[Si](OCC)(OCC)OCC 1-mercaptomethyltriethoxysilane tert-butyl-2-((3-(dispiro[3.1.36.14]decan-2-yl)-1,2,4-oxadiazol-5-yl)methyl)acrylate